1,3-Bis(1-adamantyl)imidazolium hydroxide [OH-].C12(CC3CC(CC(C1)C3)C2)N2C=[N+](C=C2)C23CC1CC(CC(C2)C1)C3